2-[(3,3-dimethylindolin-1-yl)methyl]-6-methoxy-3H-pyrido[3,4-d]pyrimidin-4-one CC1(CN(C2=CC=CC=C12)CC=1NC(C2=C(N1)C=NC(=C2)OC)=O)C